tert-butyl-dimethyl-[[5-(3-nitropyrazol-1-yl)-2,3-dihydrobenzofuran-2-yl]methoxy]silane C(C)(C)(C)[Si](OCC1OC2=C(C1)C=C(C=C2)N2N=C(C=C2)[N+](=O)[O-])(C)C